Cl.C(C)OC1(CCCCC1)N ethoxycyclohexan-1-amine hydrochlorid